C(C)(C)(C)OC(N[C@H](C1=CC=CC=C1)C1C(NC2=CC(=CN=C2C1)C)=O)=O.O1N=C(C=N1)C=O (1,2,5-oxadiazol-3-yl)methanone tert-butyl-N-[(S)-(7-methyl-2-oxo-3,4-dihydro-1H-1,5-naphthyridin-3-yl)-phenyl-methyl]carbamate